N1=CC=C(C=C1)NC1=NC(=NC(=N1)NC1=CC=NC=C1)NC1=CC=NC=C1 N2,N4,N6-tri(pyridin-4-yl)melamine